4-amino-N-(6-bromo-2,3-dihydrobenzofuran-3-yl)-N-methylimidazo[1,5-a]quinoxalin-8-formamide NC=1C=2N(C3=CC(=CC=C3N1)C(=O)N(C)C1COC3=C1C=CC(=C3)Br)C=NC2